C(#N)N=C(N)N CYANOGUANIDINE